(3-methyl-6-(pyrrolidin-1-yl)-benzo[g]pyrrolo[2,1-a]phthalazine-1,2-diyl)-bis(methylene) bis(ethylcarbamate) C(C)NC(OCC=1C(=C(N2C1C1=CC3=C(C=C1C(=N2)N2CCCC2)C=CC=C3)C)COC(NCC)=O)=O